CC1=C(C(=CC=2C=3N(CCOC21)C=NC3)C(=O)[O-])C.[Li+] Lithium 8,9-dimethyl-5,6-dihydrobenzo[f]imidazo[1,5-d][1,4]oxazepine-10-carboxylate